trimethyl-methyl iodide ammonium [NH4+].CC(C)(C)I